(2R)-2-(tert-butoxycarbonylamino)-3-(2-naphthyl)propanoic acid C(C)(C)(C)OC(=O)N[C@@H](C(=O)O)CC1=CC2=CC=CC=C2C=C1